3-[3-(2-chloro-6-methyl-4-pyridinyl)-5-(piperazine-1-carbonyl)pyrazolo[1,5-a]pyrimidin-2-yl]benzonitrile ClC1=NC(=CC(=C1)C=1C(=NN2C1N=C(C=C2)C(=O)N2CCNCC2)C=2C=C(C#N)C=CC2)C